FC(OC=1C=C(C=CC1)C1=CC(=C(O1)C)C(=O)NC1=NC(=NS1)CC(C)=NOC)F 5-(3-(Difluoromethoxy)phenyl)-N-(3-(2-(methoxyimino)propyl)-1,2,4-thiadiazol-5-yl)-2-methylfuran-3-carboxamide